CCC(=O)NS(=O)(=O)C1=CC=CC=C1C2=C(ON=C2C3=CC=CC=C3)C N-[[(5-methyl-3-phenylisoxazol-4-yl)-phenyl]sulfonyl]propanamide